3-(sec-butyl)-4-(1-methyl-1H-1,2,3-triazole-5-carbonyl)-1,3,4,5-tetrahydro-2H-benzo[1,4]diazepin-2-one C(C)(CC)C1C(NC2=C(CN1C(=O)C1=CN=NN1C)C=CC=C2)=O